COC(=O)[C@H]1CN(CC1)C1CCC2=CC(=CC=C12)C1=CC(=C(C=C1)C1CC1)Cl (3R)-1-(5-(3-chloro-4-cyclopropylphenyl)-2,3-dihydro-1H-inden-1-yl)pyrrolidine-3-carboxylic acid methyl ester